C(C)(C)(C)OC(=O)N1CCC(CC1)=CC1=C(C=C(C=C1OC)Br)F 4-[(4-bromo-2-fluoro-6-methoxy-phenyl)methylene]piperidine-1-carboxylic acid tert-butyl ester